FC=1C=C(C=CC1)N(C(=O)OCC1CCC(CC1)COCC(=O)O)C1=CC=CC=C1 2-(((1s,4s)-4-(((3-fluoro-phenyl)(phenyl)carbamoyl-oxy)methyl)cyclohexyl)methoxy)acetic acid